OC[C@H](C)N1C=NC2=C(C1=O)C=C(N=C2N2CCOCC2)C=2C=NC(=CC2)C(F)(F)F (S)-3-(1-hydroxy-prop-2-yl)-8-morpholino-6-(6-(trifluoromethyl)pyridin-3-yl)pyrido[3,4-d]pyrimidin-4(3H)-one